[Na+].O=C([C@H](O)[C@H](O)[C@@H](O)[C@H](O)CO)[O-] gulonic acid sodium salt